ClC=1C=C2CC[C@@H](N(C2=C(C1)C1=C2C(=NC=C1)C=C(S2)CN2C(CCC2=O)=O)[C@@H]2CNCC2)C 1-((7-((S)-6-chloro-2-methyl-1-((S)-pyrrolidin-3-yl)-1,2,3,4-tetrahydroquinolin-8-yl)thieno[3,2-b]pyridin-2-yl)methyl)pyrrolidine-2,5-dione